CCCCCC(CC(=O)O)N The molecule is a beta-amino acid that is caprylic acid which is substituted by an amino group at position 3. It has a role as a metabolite. It is a beta-amino acid and a beta-amino-fatty acid. It derives from an octanoic acid.